C(#N)CCN1C[C@H]([C@H](C1)CC)NC1=C2C(=NC=C1C#N)NC=C2 4-(((cis)-1-(2-cyanoethyl)-4-ethylpyrrolidin-3-yl)amino)-1H-pyrrolo[2,3-b]pyridine-5-carbonitrile